C(=O)O.C1(CC1)C1=C(CN2CCC(CC2)C(=O)O)C=CC(=C1)C1CN(C1)C1=C(C=CC=C1Cl)Cl 1-(2-cyclopropyl-4-(1-(2,6-dichlorophenyl)azetidin-3-yl)benzyl)piperidine-4-carboxylic acid, formic acid salt